2,4-dimethoxy-N-(5-methylbenzo[d]isoxazol-3-yl)benzenesulfonamide COC1=C(C=CC(=C1)OC)S(=O)(=O)NC1=NOC2=C1C=C(C=C2)C